N1N=NN=C1NC(C(CCCC)N)=O 2-amino-hexanoic acid (1H-tetrazol-5-yl)-amide